2-hydroxy-2,2-diphenyl-N-(piperidin-3-yl)acetamide tert-butyl-(2S,6S)-4-amino-2,6-dimethyl-piperidine-1-carboxylate C(C)(C)(C)OC(=O)N1[C@H](CC(C[C@@H]1C)N)C.OC(C(=O)NC1CNCCC1)(C1=CC=CC=C1)C1=CC=CC=C1